10,10',10'',10'''-(4-(3-methyl-3H-imidazo[4,5-b]pyridin-2-yl)benzene-1,2,3,5-tetrayl)tetrakis(5-methyl-5,10-dihydrophenazine) CN1C(=NC=2C1=NC=CC2)C2=C(C(=C(C=C2N2C1=CC=CC=C1N(C=1C=CC=CC21)C)N2C1=CC=CC=C1N(C=1C=CC=CC21)C)N2C1=CC=CC=C1N(C=1C=CC=CC21)C)N2C1=CC=CC=C1N(C=1C=CC=CC21)C